1-(2-(3,3-difluoropiperidin-1-yl)ethyl)-3-(isoquinolin-4-yl)-6-(trifluoromethyl)quinazoline-2,4(1H,3H)-dione FC1(CN(CCC1)CCN1C(N(C(C2=CC(=CC=C12)C(F)(F)F)=O)C1=CN=CC2=CC=CC=C12)=O)F